1-(2,6-dimethyl-4-(4,4,5,5-tetramethyl-1,3,2-dioxaborolan-2-yl)phenyl)-4-(1-methylpiperidin-4-yl)piperazine CC1=C(C(=CC(=C1)B1OC(C(O1)(C)C)(C)C)C)N1CCN(CC1)C1CCN(CC1)C